all-cis-5,11,14-eicosatrienoic acid CCCCC/C=C\C/C=C\CCCC/C=C\CCCC(=O)O